lead-potassium bromide [Br-].[K+].[Pb+2].[Br-].[Br-]